N-hydroxy-4-((N-(pyridin-3-ylmethyl)cyclopentanesulfonamido)methyl)benzamide ONC(C1=CC=C(C=C1)CN(S(=O)(=O)C1CCCC1)CC=1C=NC=CC1)=O